3-(4-(4-bromonaphthalen-1-yl)phenyl)phenanthridine BrC1=CC=C(C2=CC=CC=C12)C1=CC=C(C=C1)C=1C=CC2=C3C=CC=CC3=CN=C2C1